6,2-benzothiazine C1SC=CC2=C1C=CN=C2